COC1=CC=C(C=2SC(=CC21)C(=O)N(CCN2CCOCC2)CCC(=O)NC)C2=CN(C(C=C2)=O)C 4-methoxy-7-(1-methyl-6-oxo-1,6-dihydropyridin-3-yl)-N-(3-(methylamino)-3-oxopropyl)-N-(2-morpholinoethyl)benzo[b]thiophene-2-carboxamide